tert-butyl 2-(4-cyano-3-fluoro-5-methoxybenzyl)-2,6-dihydropyrrolo[3,4-c]pyrazole-5(4H)-carboxylate C(#N)C1=C(C=C(CN2N=C3C(=C2)CN(C3)C(=O)OC(C)(C)C)C=C1OC)F